FC1=CC=C(C=C1)N1C(N(C=C(C1=O)C(=O)NC1=CC=C(OC=2C3=C(N=CN2)CN(CC3)C3CN(C3)C(=O)OC(C)(C)C)C=C1)C(C)C)=O tert-butyl 3-(4-(4-(3-(4-fluorophenyl)-1-isopropyl-2,4-dioxo-1,2,3,4-tetrahydropyrimidine-5-carboxamido)phenoxy)-5,6-dihydropyrido[3,4-d]pyrimidin-7(8H)-yl)azetidine-1-carboxylate